1-(2-((4-chloro-2H-pyrazolo[4,3-c]pyridin-2-yl)methyl)-6-cyclopropylimidazo[1,2-a]pyridin-8-yl)-3-methylimidazolidine-2,4-dione ClC1=NC=CC=2C1=CN(N2)CC=2N=C1N(C=C(C=C1N1C(N(C(C1)=O)C)=O)C1CC1)C2